S1C(=NC=C1)NC(C1=CC=CC=C1)=O N-(thiazol-2-yl)benzamide